N-(3-(4-acetyl-3-isobutylpiperazin-1-yl)phenyl)-4-fluoro-7-methyl-1H-indole C(C)(=O)N1C(CN(CC1)C=1C=C(C=CC1)N1C=CC2=C(C=CC(=C12)C)F)CC(C)C